methyl (2S)-2-[(5-bromopyrimidin-2-yl)amino]-4-(tert-butoxycarbonylamino)butanoate BrC=1C=NC(=NC1)N[C@H](C(=O)OC)CCNC(=O)OC(C)(C)C